ditoluyl-vinyl-biphenyl C1(=C(C=CC=C1)C1=C(C(=C(C=C1)C1=CC=CC=C1)C=C)C1=C(C=CC=C1)C)C